FC=1C=C(C=C(C1)C=1C=NN(C1)C)[C@@H](C)NC(C1=C(C=CC(=C1)N1CCN(CC1)C)C)=O N-[(1R)-1-[3-Fluoro-5-(1-methylpyrazol-4-yl)phenyl]ethyl]-2-methyl-5-(4-methylpiperazin-1-yl)benzamide